ClC=1C(=C2N=C(N=C3C2=C(OC(C2C4CCC(CN32)N4C(=O)[O-])C)N1)OCC1(CC1)CO)F 2-chloro-1-fluoro-12-((1-(hydroxymethyl)cyclopropyl)methoxy)-5-methyl-5a,6,7,8,9,10-hexahydro-5H-4-oxa-3,10a,11,13,14-pentaaza-6,9-methanonaphtho[1,8-ab]heptalene-14-carboxylate